COC(=O)C=1C(=CC2=C(N=C(O2)C2=C(C(=CC=C2)Br)C)C1)OC(F)F 2-(3-bromo-2-methylphenyl)-6-(difluoromethoxy)benzo[d]Oxazole-5-carboxylic acid methyl ester